4-Cyclopropyl-N-((S)-(4,4-difluorocyclohexyl)(7-(((S)-4-methyl-2-oxoimidazolidin-1-yl)methyl)imidazo[1,2-b]pyridazin-2-yl)methyl)-1,2,5-oxadiazole-3-carboxamide C1(CC1)C=1C(=NON1)C(=O)N[C@H](C=1N=C2N(N=CC(=C2)CN2C(N[C@H](C2)C)=O)C1)C1CCC(CC1)(F)F